Tert-butyl 5-(1-(tert-butoxycarbonyl) piperidin-4-yl)-3-isopropyl-2-(1-methyl-6-oxo-5-vinyl-1,6-dihydropyridin-3-yl)-1H-indole-1-carboxylate C(C)(C)(C)OC(=O)N1CCC(CC1)C=1C=C2C(=C(N(C2=CC1)C(=O)OC(C)(C)C)C1=CN(C(C(=C1)C=C)=O)C)C(C)C